C(C)(C)(C)C1CCC(CC1)OC(=O)OOC(=O)OC1CCC(CC1)C(C)(C)C.FC1=C(C=C(C(=C1C(C=1C=C2N=C(C=NC2=CC1)N1CCOCC1)O)F)F)NC(C(C)(C)C)=O N-(2,4,5-trifluoro-3-(hydroxy(3-morpholinoquinoxalin-6-yl)methyl)phenyl)trimethylacetamide di(4-t-butylcyclohexyl)peroxydicarbonate